[C@H]12CN(C[C@H](CC1)N2)C2=NC(=NC1=C(C(=CC=C21)C2=NC=NC1=CC=CC(=C21)OC)F)OC[C@H]2N(CCC2)C 4'-((1R,5S)-3,8-diazabicyclo[3.2.1]octan-3-yl)-8'-fluoro-5-methoxy-2'-(((S)-1-methylpyrrolidin-2-yl)methoxy)-4,7'-biquinazoline